C(CC)C(C(=O)[O-])(CCC)CCC dipropylvalerate